C(C)(C)(C)OC(=O)NC1=CC=C(C(=O)[O-])C=C1 4-((tert-butoxycarbonyl)amino)benzoate